Cl.N1(CCNCC1)C1=CC=C(C=C1)C=1C(NC(NC1)=O)=O 5-(4-(piperazin-1-yl)phenyl)-pyrimidine-2,4(1H,3H)-dione hydrochloride